5-((4-nitrophenoxycarbonyl)oxy)cyclooctyne [N+](=O)([O-])C1=CC=C(OC(=O)OC2CCC#CCCC2)C=C1